C(CCCCCCCCCN1C(C=CC1=O)=O)N1C(C=CC1=O)=O N,N'-(1,10-decanediyl)bismaleimide